C(C=C)(=O)NCCCCCC(=O)OCCCCCCCCC=CCC=CCCCCC octadeca-9,12-dien-1-yl 6-acrylamidohexanoate